(3-(5-allyl-2-(trifluoromethoxy)phenyl)isoOxazol-5-yl)methanol C(C=C)C=1C=CC(=C(C1)C1=NOC(=C1)CO)OC(F)(F)F